C(C)(=O)N(N(C(=O)C1=CC=2C3=C(C(=NC2C=C1)N)C=NN3C)CC3=NC1=C(N3C)C(=CC=C1)Cl)C N'-acetyl-4-amino-N-((7-chloro-1-methyl-1H-benzo[d]imidazol-2-yl)methyl)-N',1-dimethyl-1H-pyrazolo[4,3-c]quinoline-8-carbohydrazide